FC1=C(CNC2=CC(=CC=C2)N)C(=CC=C1)F N1-(2,6-difluorobenzyl)benzene-1,3-diamine